(3'S,5'S)-5'-fluoro-2-oxo[1,3'-bipiperidine]-1'-carboxylic acid tert-butyl ester C(C)(C)(C)OC(=O)N1C[C@H](C[C@@H](C1)F)N1C(CCCC1)=O